COC1=CC=C(C=C1)C1=NN2C(=NC=3C=CC(=CC3C2=N1)C)NC=1C(N=CC=NC1)=O (6R)-6-{[2-(4-methoxyphenyl)-9-methyl-[1,2,4]triazolo[1,5-c]quinazolin-5-yl]amino}-1,4-diazepin-5-one